diphenyldimethylvinyldiethoxytrisilane C1(=CC=CC=C1)[Si]([Si]([SiH3])(OCC)OCC)(C=C(C)C)C1=CC=CC=C1